C(C)(C)(C)OC(NC1(CN(CC1)C1=C(C=CC=C1C)F)C)=O [1-(2-Fluoro-6-methyl-phenyl)-3-methylpyrrolidin-3-yl]-carbamic acid tert-butyl ester